O1C(=CC=C1)C(C(=O)O)C 2-(furan-2-yl)propionic acid